C(C)(C)(C)C1=NN=C(O1)C(=O)N[C@@H]1CC[C@H](CC2=C1C=CC(=C2)C2=NC(=NC=C2)NC=2C=NN(C2)C)F 5-(tert-butyl)-N-((5R,8R)-8-fluoro-2-(2-((1-methyl-1H-pyrazol-4-yl)amino)pyrimidin-4-yl)-6,7,8,9-tetrahydro-5H-benzo[7]annulen-5-yl)-1,3,4-oxadiazole-2-carboxamide